(S)-2-((6-(1H-pyrazol-1-yl)pyrimidin-4-yl)amino)-4-((2-(dimethylamino)-2-oxoethyl)(4-(5,6,7,8-tetrahydro-1,8-naphthyridin-2-yl)butyl)amino)butanoic acid N1(N=CC=C1)C1=CC(=NC=N1)N[C@H](C(=O)O)CCN(CCCCC1=NC=2NCCCC2C=C1)CC(=O)N(C)C